(9aR,10S)-10-((R)-(4-fluorophenyl)(3-methoxyphenyl)methyl)-4-hydroxy-8,9,9a,10-tetrahydro-7H-pyrrolo[1',2':4,5]pyrazino[1,2-b]pyridazine-3,5-dione FC1=CC=C(C=C1)[C@@H]([C@H]1[C@@H]2N(C(C=3N1N=CC(C3O)=O)=O)CCC2)C2=CC(=CC=C2)OC